ClC1=CC=C(C=N1)N1C(=CC2=NC=CC=C21)C 1-(6-Chloropyridin-3-yl)-2-methyl-1H-pyrrolo[3,2-b]pyridine